C(=C)C1=CC=C(CC2N(CCC2)C)C=C1 p-vinylbenzyl-N-methyl-pyrrolidine